octafluoro-2-butanone FC(C(C(C(F)(F)F)=O)(F)F)(F)F